Methyl-4-(3-((S)-(4-(tert-butyl)phenyl)((R)-2'-iodo-6,6'-dimethyl-[1,1'-biphenyl]-2-yl)-λ4-sulfaneylidene)ureido)benzoate COC(C1=CC=C(C=C1)NC(=O)N=[S@](C1=C(C(=CC=C1)C)C1=C(C=CC=C1C)I)C1=CC=C(C=C1)C(C)(C)C)=O